ClC1=C(C=C(C=C1)NC1=NC=CC(=N1)N(C1=CC=C2C(=NNC2=C1)C)C)S(=O)(=O)N 2-chloro-5-({4-[methyl-(3-methyl-1H-indazol-6-yl)amino]-2-pyrimidinyl}amino)benzenesulfonamide